[(Z)-[amino-[(3R)-3-(tert-butoxycarbonylamino)-4-oxo-3,5-dihydro-2H-1,5-benzothiazepin-7-yl]methylene]amino] 3-(tert-butoxycarbonylamino)oxetane-3-carboxylate C(C)(C)(C)OC(=O)NC1(COC1)C(=O)O\N=C(\C=1C=CC2=C(NC([C@H](CS2)NC(=O)OC(C)(C)C)=O)C1)/N